2-bromo-1-(pyridin-3-yl)ethanone BrCC(=O)C=1C=NC=CC1